2-benzhydryl-2,5-diazabicyclo[2.2.2]octane C(C1=CC=CC=C1)(C1=CC=CC=C1)N1C2CNC(C1)CC2